N-(4-fluorophenyl)-2-methyl-5-(2-oxo-3-(pyridin-3-yl)-2,3-dihydrobenzo[d]oxazol-7-yl)benzamide FC1=CC=C(C=C1)NC(C1=C(C=CC(=C1)C1=CC=CC=2N(C(OC21)=O)C=2C=NC=CC2)C)=O